(±)-N-(4,6-dimethylpyrimidin-2-yl)-4-[2-(4-methoxy-3-methylphenyl)-5-(4-methylpiperazin-1-yl)-4,5,6,7-tetrahydro-1H-indol-1-yl]benzenesulfonamide difumarate C(\C=C\C(=O)O)(=O)O.C(\C=C\C(=O)O)(=O)O.CC1=NC(=NC(=C1)C)NS(=O)(=O)C1=CC=C(C=C1)N1C(=CC=2C[C@@H](CCC12)N1CCN(CC1)C)C1=CC(=C(C=C1)OC)C |r|